N'-Hydroxy-5-((1-(5-(trifluoromethyl)pyridin-2-yl)-1H-1,2,4-triazol-3-yl)amino)pyrazine-2-carboximidamide ON=C(N)C1=NC=C(N=C1)NC1=NN(C=N1)C1=NC=C(C=C1)C(F)(F)F